C(C1=CC=CC=C1)OC(=O)NC1CN(C=2N(C1)N=CC2C2=CC=C(C=C2)C(F)(F)F)C(=O)OC(C)(C)C tert-butyl 6-(((benzyloxy) carbonyl) amino)-3-(4-(trifluoromethyl) phenyl)-6,7-dihydropyrazolo[1,5-a]pyrimidine-4(5H)-carboxylate